C1(=CC=CC=C1)C[C@H](C(=O)O)O |r| rac.-3-phenyllactic acid